N,N-bis[3-(triethoxysilyl)propyl]2-propen-1-amine C(C)O[Si](CCCN(CC=C)CCC[Si](OCC)(OCC)OCC)(OCC)OCC